(6R,7aS)-7a-(((tert-Butyldiphenylsilyl)oxy)methyl)-6-fluoro-2-methylhexahydro-3H-pyrrolizin-3-one [Si](C1=CC=CC=C1)(C1=CC=CC=C1)(C(C)(C)C)OC[C@@]12C[C@H](CN2C(C(C1)C)=O)F